2-methyl-hexahydropyridine terbium [Tb].CC1NCCCC1